2-(1-methylpyrazol-4-yl)-2-phenyl-propan-1-amine CN1N=CC(=C1)C(CN)(C)C1=CC=CC=C1